2-(2-hydroxy-3-(methacryloyloxyaminomethyl)-5-tert-octylphenyl)-2H-benzotriazole OC1=C(C=C(C=C1CNOC(C(=C)C)=O)C(C)(C)CC(C)(C)C)N1N=C2C(=N1)C=CC=C2